NCC(C1=CN=C(S1)CO)NC(=O)C=1NC(=CC1)C1=NC=C(C=C1)C(F)(F)F N-(2-Amino-1-(2-(hydroxymethyl)thiazol-5-yl)ethyl)-5-(5-(trifluoromethyl)pyridin-2-yl)-1H-pyrrole-2-carboxamide